C[C@]12CC[C@@H]([C@@H]1CC[C@@]3([C@@H]2CC[C@H]4[C@]3(C[C@@H]([C@@H]5[C@@]4(CCCC5(C)C)C)O)C)C)C(C)(C)O The molecule is a hopanoid that is hopane substituted by hydroxy groups at positions 6 and 22 (the (6alpha)-stereoisomer). It has been isolated from the fungi Aschersonia and Hypocrella. It has a role as a fungal metabolite. It is a hopanoid, a diol and a pentacyclic triterpenoid.